BrC=1C=C2C=C(C(NC2=NC1)=O)C(=O)O 6-bromo-2-oxo-1,2-dihydro-1,8-naphthyridine-3-carboxylic acid